FC(C(=O)O)(F)F.CS(=O)(=O)NC(=O)C1CCNCC1 N-(methylsulfonyl)piperidine-4-carboxamide trifluoroacetate